5-(5-(2-methoxythiazol-5-yl)-1-propionyl-4,5-dihydro-1H-pyrazol-3-yl)-4-methylthiophene COC=1SC(=CN1)C1CC(=NN1C(CC)=O)C1=C(C=CS1)C